FC=1C(=NC=CC1)CNC(=O)C=1N=C(OC1)CCNCCC1=NC2=C(N1)C(=CC=C2)C#CC2=CC=CC=C2 N-((3-fluoropyridin-2-yl)methyl)-2-(2-((2-(7-(phenylethynyl)-1H-benzo[d]imidazol-2-yl)ethyl)amino)ethyl)oxazole-4-carboxamide